1,4-Dioxane-2-methanamine O1C(COCC1)CN